O=C1NC2=CC=CC=C2C(=C1C=1NC2=C(N1)C=CC=C2)O 2-oxo-3-(2-benzimidazolyl)-4-hydroxyquinoline